COC=1C=C2C(NN=C(C2=CC1OC)CC1=CC=C(C=C1)NS(=O)(=O)NC(OC(C)(C)C)=O)=O tert-butyl (N-(4-((6,7-dimethoxy-4-oxo-3,4-dihydrophthalazin-1-yl)methyl)phenyl)sulfamoyl)carbamate